4-methoxy-5-(quinoxalin-6-yl)-N-((4s,7s)-1-oxaspiro[3.5]nonan-7-yl)-7H-pyrrolo[2,3-d]pyrimidin-2-amine COC=1C2=C(N=C(N1)NC1CCC3(CCO3)CC1)NC=C2C=2C=C1N=CC=NC1=CC2